CN1CCN(CC1)C1CCN(CC1)C/C=C/C1=CC=C(C=N1)C1(NNC(=N1)N)N 3-(6-(3-(4-(N-methylpiperazin-4-yl)piperidin-1-yl)-(E)-propenyl)pyridin-3-yl)-1H-1,2,4-triazole-3,5-diamine